N-{5-[2-(2-chloro-6-fluorophenyl)acetamido]pyridazin-3-yl}-N-(3-fluorophenyl)acetamide ClC1=C(C(=CC=C1)F)CC(=O)NC=1C=C(N=NC1)N(C(C)=O)C1=CC(=CC=C1)F